NC(C)(C)C1=CC=NC2=C(C=C(C=C12)C1=NC(=NC=C1F)NC1=NC=C(C=C1)C1CCNCC1)F 4-(4-(2-aminopropan-2-yl)-8-fluoroquinolin-6-yl)-5-fluoro-N-(5-(piperidin-4-yl)pyridin-2-yl)pyrimidin-2-amine